CNC1=NC(N([C@H]2[C@@H]([C@](O)([C@@H](C(O)[Si](C)(C)C(C)(C)C)O2)[Si](C)(C)C(C)(C)C)F)C=C1)=O 4-N-methyl-3',5'-Di-t-butyldimethylsilyl-2'-fluoro-2'-deoxycytidine